3-[1-[2-fluoro-4-(trifluoromethoxy)phenyl]-4-vinyl-pyrazolo[3,4-b]pyridin-3-yl]azetidine-1-carboxylic acid tert-butyl ester C(C)(C)(C)OC(=O)N1CC(C1)C1=NN(C2=NC=CC(=C21)C=C)C2=C(C=C(C=C2)OC(F)(F)F)F